N-((1r,4r)-4-(3-(5-fluoro-4-(4-fluoro-2-methoxyphenyl)pyridin-2-yl)ureido)cyclohexyl)acetamide (S)-tert-butyl-2-[(methylamino)methyl]-1-pyrrolidinecarboxylate C(C)(C)(C)OC(=O)N1[C@@H](CCC1)CNC.FC=1C(=CC(=NC1)NC(NC1CCC(CC1)NC(C)=O)=O)C1=C(C=C(C=C1)F)OC